C(C1=CC=CC=C1)OC1=C(C=C(C=C1)C1CC1)[N+](=O)[O-] 1-(benzyloxy)-4-cyclopropyl-2-nitrobenzene